ClC=1C=C(N(C=2C=C3C(=CN2)N(N=C3C=C)C3OCCCC3)CCOCCN(C(=O)C3=NN(C=C3I)C)C)C=CC1F N-[2-[2-(3-chloro-4-fluoro-N-(1-tetrahydropyran-2-yl-3-vinyl-pyrazolo[3,4-c]pyridin-5-yl)anilino)ethoxy]ethyl]-4-iodo-N,1-dimethyl-pyrazole-3-carboxamide